6,6'-(acetylene-1,2-diyl)bis(3-methylaniline) C(#CC1=CC=C(C=C1N)C)C1=CC=C(C=C1N)C